(1s,2s)-N-(6-(7-(1-(cyclopropanecarboxamido)ethyl)-5-(difluoromethyl)-6-fluoro-1H-indazol-4-yl)imidazo[1,2-a]pyrazin-2-yl)-2-fluorocyclopropane-1-carboxamide C1(CC1)C(=O)NC(C)C=1C(=C(C(=C2C=NNC12)C=1N=CC=2N(C1)C=C(N2)NC(=O)[C@H]2[C@H](C2)F)C(F)F)F